methylenebisisopropylnaphthalene potassium [K].C=CC(C)C1=C(C=CC2=CC=CC=C12)C(C)C